fluoro-3',6'-dihydro-[2,4'-bipyridine]-1'(2'H)-carboxylic acid tert-butyl ester C(C)(C)(C)OC(=O)N1CCC(=CC1)C1=NC=CC=C1F